ClC=1C(=C(C=CC1Cl)NC1=NC=NC2=CC(=C(C=C12)OC1CCC(CC1)CN1C(CN(CC1C)C=1C=C2C(N(C(C2=CC1)=O)C1C(NC(CC1)=O)=O)=O)C)OC)F 5-(4-((4-((4-((3,4-dichloro-2-fluorophenyl)amino)-7-methoxyquinazolin-6-yl)oxy)cyclohexyl)methyl)-3,5-dimethylpiperazin-1-yl)-2-(2,6-dioxopiperidin-3-yl)isoindoline-1,3-dione